(1R,2R)-phthalic acid C(C=1C(C(=O)O)=CC=CC1)(=O)O